C(#N)C=1C(=NC(=NC1)NC1=C(C=C(C(=C1)C)N1CCN(CC1)CC)NC(C=C)=O)NC1=C(C=CC=C1)OC(C)C N-(2-((5-cyano-4-((2-isopropoxyphenyl)amino)pyrimidin-2-yl)amino)-5-(4-ethylpiperazin-1-yl)-4-methylphenyl)acrylamide